CCCC(CC(CCC)O)O nonane-4,6-diol